C[C@@H]1COCCOCCN2N=CC(C3=NNC=4C=CC(O1)=CC34)=N2 (13R)-13-methyl-8,11,14-trioxa-4,5,19,20,23-pentaazatetracyclo[13.5.2.12,5.018,21]tricosa-1(20),2(23),3,15(22),16,18(21)-hexaene